C(C1=CC=CC=C1)N1C2=C(C(CC1)=O)N(N=C2)C2OCCCC2 4-benzyl-1-(tetrahydro-2H-pyran-2-yl)-1,4,5,6-tetrahydro-7H-pyrazolo[4,3-b]pyridin-7-one